ClC=1C=C2C(=CC(=NC2=CC1)C(F)(F)F)NCC1(CN(C1)S(=O)(=O)N)C1=CC=C(C=C1)Cl 3-(((6-Chloro-2-(trifluoromethyl)quinolin-4-yl)amino)methyl)-3-(4-chlorophenyl)azetidine-1-sulfonamide